7-chloro-N,N-dimethyl-2-(1,2,5,6-tetrahydropyridin-3-yl)-1H-indole-5-carboxamide ClC=1C=C(C=C2C=C(NC12)C=1CNCCC1)C(=O)N(C)C